C(C)OCC1=CC=C(O1)C=O 5-(ethoxymethyl)furan-2-formaldehyde